1-[(2-Methyl-3-pyridyl)methyl]-6-[3-(trifluoromethyl)phenyl]pyrazolo[4,3-b]pyridine CC1=NC=CC=C1CN1N=CC2=NC=C(C=C21)C2=CC(=CC=C2)C(F)(F)F